P(=O)(OCC(CCCC)CC)([O-])[O-] mono-(2-ethylhexyl) phosphate